coumaryl-amide C(\C=C\C1=CC=C(C=C1)O)[NH-]